COC([C@H](CCC(CC(=O)OCC1=CC=CC=C1)=O)NC(=O)OC(C)(C)C)=O (2S)-2-[(tert-butoxycarbonyl)amino]-5-oxoheptanedioic acid 7-benzyl ester 1-methyl ester